methyl 2-(chloromethyl)-1H-benzo[d]imidazole-6-carboxylate ClCC1=NC2=C(N1)C=C(C=C2)C(=O)OC